COC1=CC=C(C=C1)N1N=C(C=C1)C (E)-1-(4-methoxyphenyl)-3-methyl-1H-pyrazole